2-[(6-fluoro-2-methyl-3,4-dihydro-1H-isoquinolin-7-yl)amino]-8-methyl-6-(5-methyl-3,4-dihydro-2H-quinoxalin-1-yl)pyrido[2,3-d]pyrimidin-7-one FC=1C=C2CCN(CC2=CC1NC=1N=CC2=C(N1)N(C(C(=C2)N2CCNC1=C(C=CC=C21)C)=O)C)C